C(C1=CC=NC=C1)(=O)NC(C(=O)O)CC1=CC=C(C=C1)OCCCC1=NC=2NCCCC2C=C1 2-(isonicotinamido)-3-(4-(3-(5,6,7,8-tetrahydro-1,8-naphthyridin-2-yl)propoxy)phenyl)propanoic acid